C(CCCCCCC\C=C/C\C=C/CCCCC)(=O)OCC(COC(CCC(OCCCCCCCC)OCCCCCCCC)=O)COC(=O)OC(CN(C)C)C 3-((4,4-bis(octyloxy)butanoyl)oxy)-2-(((((1-(dimethylamino)propan-2-yl)oxy)carbonyl)oxy)methyl)propyl (9Z,12Z)-octadeca-9,12-dienoate